C1(CC1)C=1C=CC(=C(C1)O)C1=NN=C(C=2CCCCC12)NC1CN(CCC1)C 5-cyclopropyl-2-(4-((1-methylpiperidin-3-yl)amino)-5,6,7,8-tetrahydrophthalazin-1-yl)phenol